Cl.C(C)(C)OC([C@@H](NCC1C(C=C(C(=C1)Cl)OCC1=C(C(=CC=C1)C1=CC=CC=C1)Br)=CC=1C=NC=CC1)CO)=O (S)-N-[2-(pyridin-3-ylmethylene)-4-(2-bromo-3-(phenyl)benzyloxy)-5-chlorobenzyl]serine isopropyl ester hydrochloride